COC1=CC=C(C=C1)C[C@H](C)N (S)-1-(4-methoxyphenyl)propan-2-amine